6-[(3S)-3-(cyanomethyl)piperazin-1-yl]-2-[[(2S)-1-ethylpyrrolidin-2-yl]methoxy]-N-(3-methoxy-1-naphthyl)pyrimidine-4-carboxamide C(#N)C[C@H]1CN(CCN1)C1=CC(=NC(=N1)OC[C@H]1N(CCC1)CC)C(=O)NC1=CC(=CC2=CC=CC=C12)OC